C(CCCCCCCCCCCCC)C=1C(C=CC(C1)=O)=O 2-tetradecyl-1,4-benzoquinone